2-(5-(4-(2-(5-Amino-8-(furan-2-yl)-2-oxothiazolo[5,4-e][1,2,4]triazolo[1,5-c]pyrimidin-3(2H)-yl)ethyl)piperazin-1-yl)-2,4-difluorophenoxy)-N-(2-morpholinoethyl)acetamide NC1=NC2=C(C=3N1N=C(N3)C=3OC=CC3)SC(N2CCN2CCN(CC2)C=2C(=CC(=C(OCC(=O)NCCN3CCOCC3)C2)F)F)=O